(E)-2-((2S,3S,12bS)-3-ethyl-8-methoxy-1,2,3,4,6,7,12,12b-octahydroindolo[2,3-a]quinolizin-2-yl)-3-methoxy-1-(piperidin-1-yl)prop-2-en-1-one C(C)[C@@H]1CN2CCC3=C([C@@H]2C[C@@H]1/C(/C(=O)N1CCCCC1)=C\OC)NC1=CC=CC(=C13)OC